3-(2-(methylthio)-6-(trifluoromethyl)pyrimidin-4-yl)phenol CSC1=NC(=CC(=N1)C=1C=C(C=CC1)O)C(F)(F)F